ClC=1N=C(C2=C(N1)N(C=C2)S(=O)(=O)C2=CC=C(C)C=C2)C2=CN(C1=CC=C(C=C21)F)C 2-chloro-4-(5-fluoro-1-methyl-1H-indol-3-yl)-7-tosyl-7H-pyrrolo[2,3-d]pyrimidine